3-(3,5-dimethylphenyl)-4,5-dihydro-1H-benzo[g]indole-2-carboxylic acid CC=1C=C(C=C(C1)C)C1=C(NC=2C3=C(CCC12)C=CC=C3)C(=O)O